(thiophen-2-ylmethyl)pyrrolo[2,1-f][1,2,4]triazin-4-amine S1C(=CC=C1)CC1=NN2C(C(=N1)N)=CC=C2